5-methyl-N-[(9R*)-3-cyclopropyl-5-(2-methylpropylsulfamoyl)-8,9-dihydro-7H-cyclopenta[h]isoquinolin-9-yl]-1H-pyrazole-3-carboxamide CC1=CC(=NN1)C(=O)N[C@@H]1CCC2=CC(=C3C=C(N=CC3=C21)C2CC2)S(NCC(C)C)(=O)=O |o1:9|